6-[4-[Acetyl(cyclopropylmethyl)amino]-3-chloro-phenyl]-N-(1H-pyrazolo[3,4-b]pyridin-5-yl)pyridine-3-carboxamide C(C)(=O)N(C1=C(C=C(C=C1)C1=CC=C(C=N1)C(=O)NC=1C=C2C(=NC1)NN=C2)Cl)CC2CC2